1-(((2-amino-4-(5-(trifluoromethyl)-1,2,4-oxadiazol-3-yl)phenyl)amino)methyl)cyclopropane-1-carbonitrile NC1=C(C=CC(=C1)C1=NOC(=N1)C(F)(F)F)NCC1(CC1)C#N